N1(N=CC=C1)CC=1C=CC(=NC1OC)C(=O)NS(=O)C1=C(C=CC=C1OC)OC 5-((1H-pyrazol-1-yl)methyl)-N-((2,6-dimethoxyphenyl)sulfinyl)-6-methoxypicolinamide